B(F)(F)F.C(#N)C=1C=C(C=CC1)[K] (3-cyanophenyl)potassium trifluoroborate